ClC=1C(=NC2=CC(=CC=C2N1)OC=1C=CC2=C(NC(=N2)C)C1F)C=1C=NN(C1)CC1=NC=C2COCCN21 chloro-7-[(7-fluoro-2-methyl-1H-1,3-benzodiazol-6-yl)oxy]-2-[1-({5H,6H,8H-imidazo[4,3-c][1,4]oxazin-3-yl}methyl)-1H-pyrazol-4-yl]quinoxaline